1-[5-ethylsulfonyl-6-[5-[N-ethyl-S-(trifluoromethyl)sulfonimidoyl]-1,3-benzoxazol-2-yl]-3-pyridyl]cyclopropanecarbonitrile C(C)S(=O)(=O)C=1C=C(C=NC1C=1OC2=C(N1)C=C(C=C2)S(=O)(=NCC)C(F)(F)F)C2(CC2)C#N